FC1=C(C=C(C=C1)F)C1N(CC(C1)([2H])[2H])C1=NC=2N(C=C1)N=CC2N 5-(2-(2,5-difluorophenyl)pyrrolidin-1-yl-4,4-d2)pyrazolo[1,5-a]pyrimidin-3-amine